N-{1-cyclooctyl-2-oxo-2-[(2-oxospiro[indoline-3,4'-tetrahydropyran]-6-yl)amino]ethyl}-2-(2,2-difluoroethyl)pyrazole-3-carboxamide cesium-bismuth iodide [Bi](I)(I)I.[Cs].C1(CCCCCCC1)C(C(NC1=CC=C2C(=C1)NC(C21CCOCC1)=O)=O)NC(=O)C=1N(N=CC1)CC(F)F